C(C)OC(=O)C1=CC2=C(N=C(S2)N2CCN(CC2)C(C2=CC(=C(C=C2)Cl)Cl)=O)C=C1 (1s)-2-[4-(3,4-Dichlorobenzoyl)piperazinyl]Benzothiazole-6-carboxylic acid ethyl ester